ClC1=CC=C(CSC=2C=C(C(NN2)=O)O)C=C1 6-[(4-chlorobenzyl)sulfanyl]-4-hydroxypyridazin-3(2H)-one